(R)-tert-butyl pyrrolidin-3-ylcarbamate tert-butyl-N-[(3R)-pyrrolidin-3-yl]carbamate C(C)(C)(C)OC(N[C@H]1CNCC1)=O.N1C[C@@H](CC1)NC(OC(C)(C)C)=O